ClC1=CC(=C(C=N1)C(=O)OC(C)(C)C)NC1CCCC1 tert-butyl 6-chloro-4-(cyclopentylamino)pyridine-3-carboxylate